O=C(CCS(=O)(=O)C1=CC=C(OCCNC(OC(C)(C)C)=O)C=C1)NC=1SC=C(N1)C1=CC=NC=C1 tert-butyl (2-(4-((3-oxo-3-((4-(pyridin-4-yl)thiazol-2-yl)amino)propyl)sulfonyl)phenoxy)ethyl)carbamate